2,4-dimethoxybenzoyl chloride COC1=C(C(=O)Cl)C=CC(=C1)OC